3-(morpholin-4-yl)-1,2,5,6-tetrahydropyridin-2-one N1(CCOCC1)C=1C(NCCC1)=O